ClC1=C(C2=C(N=C1)NC=C2)C(=O)O 5-chloro-1H-pyrrolo[2,3-b]pyridine-4-carboxylic acid